3-(bis(4-fluorophenyl)methylene)azetidine FC1=CC=C(C=C1)C(=C1CNC1)C1=CC=C(C=C1)F